NC1=NC=CC(=C1[N+](=O)[O-])C=1C=NN(C1)C1=CC=C(C=N1)CC#N 2-(6-(4-(2-amino-3-nitropyridin-4-yl)-1H-pyrazol-1-yl)pyridin-3-yl)acetonitrile